C(C)(C)(C)OC(=O)N1C(C2=CC(=CC=C2CC1)CCC(=O)O)C 3-(2-(tert-butoxycarbonyl)-1-methyl-1,2,3,4-tetrahydroisoquinolin-7-yl)propanoic acid